ClC1=CC=C(C=C1)C1=C(NC2=C1C(NC(C2)(C)C)=O)C2=CC(=NC=C2)NC(C(C)C2=CC=C(C=C2)F)=O N-{4-[3-(4-chlorophenyl)-6,6-dimethyl-4-oxo-4,5,6,7-tetrahydro-1H-pyrrolo[3,2-c]pyridin-2-yl]pyridin-2-yl}-2-(4-fluorophenyl)propanamide